C(C)(C)(C)C1=C2C(N(C(C2=CC=C1F)=O)C1C(NC(CC1)=O)=O)=O t-butyl-2-(2,6-Dioxopiperidin-3-yl)-5-fluoroisoindoline-1,3-dione